O[C@@H]1[C@H]2[C@@H]([C@H]([C@@H](C1)O2)C(=O)NC2=NC=C(C=C2)C(F)(F)F)C2=CC(=CC=C2)C(F)(F)F |r| rac-(1r,2r,3s,4r,5s)-5-hydroxy-3-(3-(trifluoromethyl)phenyl)-N-(5-(trifluoromethyl)pyridin-2-yl)-7-oxabicyclo[2.2.1]heptane-2-carboxamide